C(C)N1C=NC2=C1C=CC=C2 1-ethyl-1H-benzo[d]imidazol